5,6-dimethyl-9-amino-1,10-phenanthroline CC1=C2C=CC=NC2=C2N=C(C=CC2=C1C)N